6-(3-thienoyl)amino-3-(dimethyl)amino-1,2,3,4-tetrahydro-9H-carbazole S1C=C(C=C1)C(=O)NC=1C=C2C=3CC(CCC3NC2=CC1)N(C)C